methyl N-acryloyl-O-(tert-butyl)-L-threoninate C(C=C)(=O)N[C@@H]([C@H](OC(C)(C)C)C)C(=O)OC